1-(2-((3-Fluoro-5-(trifluoromethyl)phenyl)(hydroxy)methyl)pyridin-4-yl)-3-methyl-1H-pyrazol-4-carboxamid FC=1C=C(C=C(C1)C(F)(F)F)C(C1=NC=CC(=C1)N1N=C(C(=C1)C(=O)N)C)O